2'-METHYLBIPHENYL-2-YLBORONIC ACID CC1=C(C=CC=C1)C1=C(C=CC=C1)B(O)O